CC(C(C)(S)C)S 1,2-dimethyl-1,2-propanedithiol